NC1=NC(N(C=C1F)[C@H]1[C@H]([C@@H]([C@@](O1)(C(=O)N)CO[Si](C)(C)C(C)(C)C)O[Si](C)(C)C(C)(C)C)F)=O (2R,3R,4S,5R)-5-(4-amino-5-fluoro-2-oxopyrimidin-1-yl)-3-[(tert-butyldimethylsilyl)oxy]-2-{[(tert-butyldimethylsilyl)oxy]methyl}-4-fluorooxolane-2-carboxamide